3,6-bis(diphenylamino)phenanthrene-9,10-dione C1(=CC=CC=C1)N(C=1C=CC=2C(C(C3=CC=C(C=C3C2C1)N(C1=CC=CC=C1)C1=CC=CC=C1)=O)=O)C1=CC=CC=C1